ClC1=CC(=C(C=C1)C(C(N1C=CC2=CC=C(C=C12)OC(F)(F)F)=O)NC=1C=C(OCCC(C(=O)OC(C)(C)C)C)C=C(C1)OC)OC tert-butyl 4-(3-((1-(4-chloro-2-methoxyphenyl)-2-oxo-2-(6-(trifluoromethoxy) indol-1-yl) ethyl) amino)-5-methoxyphenoxy)-2-methylbutanoate